(4-(difluoromethyl)oxazol-5-yl)((4S)-4-(7-fluorobenzo[d]oxazol-2-yl)-7-methyl-6,7-dihydro-1H-imidazo[4,5-c]pyridin-5(4H)-yl)methanone FC(C=1N=COC1C(=O)N1[C@@H](C2=C(C(C1)C)NC=N2)C=2OC1=C(N2)C=CC=C1F)F